NC=1N=C(C2=C(N1)C(N(C2=O)C)C(=O)C2=C(C=CC=C2)C(F)(F)F)C=2OC(=CC2)C 2-amino-7-((2-(trifluoromethyl)phenyl)methanonyl)-4-(5-methylfuran-2-yl)-6-methyl-5H,6H,7H-pyrrolo[3,4-d]pyrimidin-5-one